4,5-dichloropyridazin-3-ol ClC1=C(N=NC=C1Cl)O